FC1=CC(=C(C=C1OC)OC)F 2,6-difluoro-3,5-dimethoxybenzene